Tri(3,3-dimethyl-1-pentyl)citrat CC(CCC(C(C(C(=O)[O-])(CCC(CC)(C)C)CCC(CC)(C)C)(O)C(=O)[O-])C(=O)[O-])(CC)C